(3aS,7aR)-octahydro-1H-pyrrolo[2,3-C]pyridine-1-carboxylic acid tert-butyl ester C(C)(C)(C)OC(=O)N1CC[C@H]2[C@@H]1CNCC2